6-((1-(cyclopropylsulfonyl)cyclopropyl)methyl)-7-oxo-1-(2-oxobutyl)-4,5,6,7-tetrahydro-1H-pyrazolo[3,4-c]pyridine-3-carboxamide C1(CC1)S(=O)(=O)C1(CC1)CN1C(C2=C(CC1)C(=NN2CC(CC)=O)C(=O)N)=O